N-[5-(2-chloro-6-methyl-4-pyridyl)-4-(3-cyanophenyl)thiazol-2-yl]imidazole-1-carboxamide ClC1=NC(=CC(=C1)C1=C(N=C(S1)NC(=O)N1C=NC=C1)C1=CC(=CC=C1)C#N)C